2-(2-(2-(2-((4-((2-((tert-butoxycarbonyl)amino)-5-(thiophen-2-yl)phenyl)carbamoyl)phenyl)amino)-2-oxoethoxy)ethoxy)ethoxy)acetic acid C(C)(C)(C)OC(=O)NC1=C(C=C(C=C1)C=1SC=CC1)NC(=O)C1=CC=C(C=C1)NC(COCCOCCOCC(=O)O)=O